4-(4-((5,5-dimethyl-5,6-dihydro-4H-1,3-oxazin-2-yl)amino)-2,6-difluorophenoxy)-1H-pyrrole CC1(CN=C(OC1)NC1=CC(=C(OC=2C=CNC2)C(=C1)F)F)C